C(\C(\C)=C/C(=O)[O-])(=O)[O-].C(C)[N+](CC)(CC)CC.C(C)[N+](CC)(CC)CC ditetraethylammonium citraconate